NNC1=CC=C(C2=CC=C(NN)C=C2)C=C1 di-aminobenzidine